(Z)-5-((1H-pyrrolo[3,2-c]pyridin-3-yl)methylene)-3-ethyl-2-thioxothiazolidin-4-one N1C=C(C=2C=NC=CC21)\C=C/2\C(N(C(S2)=S)CC)=O